FC(CO)(F)C=1C=C(C=CC1)[C@@H](C)NC1=NC(=NC2=C3C(=C(C=C12)C=1C=CC(N(C1)C)=O)N(N=C3)C)C (R)-5-(4-((1-(3-(1,1-difluoro-2-hydroxyethyl)phenyl)ethyl)amino)-2,7-dimethyl-7H-pyrazolo[3,4-h]quinazolin-6-yl)-1-methylpyridin-2(1H)-one